2-(4-hydroxyanilino)-2-methyl-propionitrile OC1=CC=C(NC(C#N)(C)C)C=C1